dimethyl-(p-methoxyphenyl)sulfoxonium C[S+](=O)(C1=CC=C(C=C1)OC)C